5,7-difluoroquinolin-2-amine FC1=C2C=CC(=NC2=CC(=C1)F)N